S(=O)(=O)(O)O.N[C@@H](CCCCN)C(=O)O lysine-sulfate salt